3-(5-(((S)-1-((2-Cyclopropylquinolin-6-yl)methyl)pyrrolidin-3-yl)oxy)-1-oxoisoindolin-2-yl)piperidine-2,6-dione C1(CC1)C1=NC2=CC=C(C=C2C=C1)CN1C[C@H](CC1)OC=1C=C2CN(C(C2=CC1)=O)C1C(NC(CC1)=O)=O